7α,24-dihydroxy-4-cholesten-3-one O[C@H]1[C@H]2[C@@H]3CC[C@H]([C@@H](CCC(C(C)C)O)C)[C@]3(CC[C@@H]2[C@]2(CCC(C=C2C1)=O)C)C